C[C@H]1N(CC[C@H](C1)OS(=O)(=O)C1=CC=C(C)C=C1)C(=O)OC(C)(C)C tert-butyl (2R,4R)-2-methyl-4-(tosyloxy)piperidine-1-carboxylate